C(C)(C)(C)OC(=O)N1CC(C1)C=1C=NC(=CC1)N1CC(C1)(C(F)(F)F)O 3-[6-[3-hydroxy-3-(trifluoromethyl)azetidin-1-yl]-3-pyridyl]Azetidine-1-Carboxylic acid tert-butyl ester